N1C(=NC2=C1C=CC=C2)NCC2=C(C=CC=C2)O 2-[(1H-benzimidazol-2-ylamino)methyl]phenol